N-(3-fluoro-4-((7-methoxy-6-(3-methoxypropoxy)quinazolin-4-yl)oxy)phenyl)-1,2-dimethyl-4-oxo-6-(trifluoromethoxy)-1,4-dihydroquinoline-3-carboxamide FC=1C=C(C=CC1OC1=NC=NC2=CC(=C(C=C12)OCCCOC)OC)NC(=O)C1=C(N(C2=CC=C(C=C2C1=O)OC(F)(F)F)C)C